trans-4-[1-(4-fluoro-3-methyl-phenyl)-5-hydroxy-2-tetrahydropyran-4-yl-indol-3-yl]cyclohexanecarboxylic acid FC1=C(C=C(C=C1)N1C(=C(C2=CC(=CC=C12)O)[C@@H]1CC[C@H](CC1)C(=O)O)C1CCOCC1)C